C1(CC1)C(=O)N1[C@@H](C=2NC3=CC=CC=C3C2C[C@H]1C)C1=C(C=C(C=C1F)OCCN1CC(C1)CF)F cyclopropyl((1R,3R)-1-(2,6-difluoro-4-(2-(3-(fluoromethyl)azetidin-1-yl)ethoxy)phenyl)-3-methyl-3,4-dihydro-1H-pyrido[3,4-b]indol-2(9H)-yl)methanone